2-(8-chlorochroman-4-ylidene)acetonitrile ClC=1C=CC=C2C(CCOC12)=CC#N